N-(t-butoxycarbonyl)-L-alanine methyl ester COC([C@@H](NC(=O)OC(C)(C)C)C)=O